C(C1=CC=CC=C1)OC(=O)N1CC2(CC(C1)C2)C(=O)O 3-((benzyloxy)carbonyl)-3-azabicyclo[3.1.1]heptane-1-carboxylic Acid